FC(COC)(F)C=1C(=C(C=CC1)[C@@H](C)NC1=NN(C(C=2C1=CN(C(C2)=O)C2(CC2)C(F)F)=O)C)F 4-[[(1R)-1-[3-(1,1-difluoro-2-methoxy-ethyl)-2-fluoro-phenyl]ethyl]amino]-6-[1-(difluoromethyl)cyclopropyl]-2-methyl-pyrido[3,4-d]pyridazine-1,7-dione